C(C)(C)(C)C1=C(C=CC=C1)NC(=O)OCC(=O)OCC Ethyl 2-{[(2-tert-butylphenyl)-carbamoyl]oxy}acetate